6-[3-(3,5-dimethylisoxazol-4-yl)-7,8-dihydro-5H-1,6-naphthyridin-6-yl]-5-methyl-pyridine-3-carbonitrile CC1=NOC(=C1C=1C=NC=2CCN(CC2C1)C1=C(C=C(C=N1)C#N)C)C